C(C1=CC=CC=C1)OC(=O)N1CC2CCC(C1)N2C2=NC=1CCN(CC1C=C2)C(=O)OC2CCCC2 cyclopentyl 2-(3-((benzyloxy)carbonyl)-3,8-diazabicyclo[3.2.1]octan-8-yl)-7,8-dihydro-1,6-naphthyridine-6(5H)-carboxylate